COC(=O)C1=CSC=2C1=NC(=CC2C(F)(F)F)N2CCN(CC2)CC(=O)NCC 5-(4-(2-(ethylamino)-2-oxoethyl)piperazin-1-yl)-7-(trifluoromethyl)thieno[3,2-b]pyridine-3-carboxylic acid methyl ester